2-hydroxy-2-(1-(2-methoxyphenyl)cyclobutyl)acetic acid ethyl ester C(C)OC(C(C1(CCC1)C1=C(C=CC=C1)OC)O)=O